ClC=1C=CC=2N(C(NC(C2N1)=O)=O)C 6-chloro-1-methyl-pyrido[3,2-d]pyrimidine-2,4-dione